C1(CC1)S(=O)(=O)N[C@@H]1[C@@H](N(CC1)C(=O)OC(C)(C)C)CC=1C(=C(C=CC1)C1=CC(=CC=C1)F)F tert-butyl (2S,3S)-3-((cyclopropylsulfonyl)amino)-2-((2,3'-difluoro[biphenyl]-3-yl)methyl)pyrrolidine-1-carboxylate